N[C@H](C(=O)NC(C(=O)N)=CC1C(NCC1)=O)CC1CCCCC1 2-[(2S)-2-amino-3-cyclohexylpropionylamino]-3-(2-oxopyrrolidin-3-yl)acrylamide